C1(=CC=CC2=CC=CC=C12)C1=CC=C(C=C1)C1=NC(=CC(=N1)C1=CC(=CC=C1)C1=CC2=CC=CC=C2C=C1)C1=CC=C(C=C1)C=1C=NC=CC1 2-{4-(naphthalen-1-yl)phenyl}-4-{3-(naphthalen-2-yl)phenyl}-6-{4-(pyridin-3-yl)phenyl}pyrimidine